CN(C(C(F)F)C1=CC=C(C=C1)S(=O)(NC(NC1=C2CCCC2=CC=2CCCC12)=O)=N)C 4-(1-(Dimethylamino)-2,2-difluoroethyl)-N-((1,2,3,5,6,7-hexahydro-s-indacen-4-yl)carbamoyl)benzenesulfonimidamide